1H-pyrazole-1-carboxylic acid isopropyl ester C(C)(C)OC(=O)N1N=CC=C1